2-[(4-chloro-1H-indol-2-yl)carbonyl]-7-(2-hydroxyethyl)-2,7-diazaspiro[4.5]decan-6-one ClC1=C2C=C(NC2=CC=C1)C(=O)N1CC2(CC1)C(N(CCC2)CCO)=O